1,1-bis(tert-butylperoxy)cyclododecane C(C)(C)(C)OOC1(CCCCCCCCCCC1)OOC(C)(C)C